5-(8-((2,2,2-trifluoroethyl)amino)imidazo[1,2-b]pyridazin-6-yl)pyrimidine-2,4(1H,3H)-dione FC(CNC=1C=2N(N=C(C1)C=1C(NC(NC1)=O)=O)C=CN2)(F)F